(S)-4-(((S)-3-fluoro-2-methoxypropyl)(4-(5,6,7,8-tetrahydro-1,8-naphthyridin-2-yl)butyl)amino)-2-(3-(trifluoromethyl)picolinamido)butanoic acid FC[C@H](CN(CC[C@@H](C(=O)O)NC(C1=NC=CC=C1C(F)(F)F)=O)CCCCC1=NC=2NCCCC2C=C1)OC